tert-butyl 4-((tosyloxy)methyl)piperidine-1-carboxylate S(=O)(=O)(C1=CC=C(C)C=C1)OCC1CCN(CC1)C(=O)OC(C)(C)C